N-[(3-(5-trifluoromethylpyridin-2-yloxy)phenyl)thiocarbamoyl]thiophene-2-carboxamide FC(C=1C=CC(=NC1)OC=1C=C(C=CC1)NC(=S)NC(=O)C=1SC=CC1)(F)F